C12(CC(C1)C2)N2N=C(C=1C2=NC(=NC1)NC=1C=C2N=CC=NC2=CC1C)C N-(1-(bicyclo[1.1.1]pentan-1-yl)-3-methyl-1H-pyrazolo[3,4-d]pyrimidin-6-yl)-7-methylquinoxalin-6-amine